FC1([C@H](C1)C(=O)NC1=NC=C2C=C(C(=NC2=C1)C(=O)N)C=1C=NC(=CC1C)C(CC)=O)F (R)-7-(2,2-difluorocyclopropane-1-carboxamido)-3-(4-methyl-6-propionylpyridin-3-yl)-1,6-naphthyridine-2-carboxamide